4,6-difluoro-N-(2-(2-methyl-1,2,5,6-tetrahydropyridin-3-yl)thieno[2,3-b]pyridin-4-yl)benzo-[d]thiazol-5-amine FC1=C(C(=CC2=C1N=CS2)F)NC2=C1C(=NC=C2)SC(=C1)C=1C(NCCC1)C